COC=1C=CC2=C(OC3=C2C=CC=C3F)C1F 3-methoxy-4,6-difluorodibenzo[b,d]furan